C(C)(=O)NC1=CC=C(C(=N1)S(=O)(=O)Cl)C 6-acetamido-3-methyl-pyridine-2-sulfonyl chloride